{7-(4-Benzooxazol-2-yl-phenyl)-naphthalen-2-yl}-(4-benzothiazol-2-yl-phenyl)-(4-benzothien-2-yl-phenyl)amine O1C(=NC2=C1C=CC=C2)C2=CC=C(C=C2)C2=CC=C1C=CC(=CC1=C2)N(C2=CC=C(C=C2)C=2SC1=C(C2)C=CC=C1)C1=CC=C(C=C1)C=1SC2=C(N1)C=CC=C2